Acetoxy-19-(methoxymethyloxy)stigmastan C(C)(=O)OCC[C@H](CC[C@@H](C)[C@H]1CC[C@H]2[C@@H]3CCC4CCCC[C@]4(COCOC)[C@H]3CC[C@]12C)C(C)C